C(O)([O-])=O.[Na+].C(\C=C/C(=O)O)(=O)O maleic acid sodium hydrogen carbonate